(S)-N-((1R,2R)-1-(2,3-dihydrobenzo[b][1,4]dioxin-6-yl)-1-hydroxy-3-(pyrrolidin-1-yl)propan-2-yl)-1-(quinolin-2-yl)pyrrolidine-3-carboxamide O1C2=C(OCC1)C=C(C=C2)[C@H]([C@@H](CN2CCCC2)NC(=O)[C@@H]2CN(CC2)C2=NC1=CC=CC=C1C=C2)O